C1=CC(=C(C=C1OC2=C(C=C(C=C2I)C[C@@H](C(=O)O)N)I)I)O The molecule is an iodothyronine compound having iodo substituents at the 3-, 3'- and 5-positions. Although some is produced in the thyroid, most of the 3,3',5-triiodo-L-thyronine in the body is generated by mono-deiodination of L-thyroxine in the peripheral tissues. Its metabolic activity is about 3 to 5 times that of L-thyroxine. The sodium salt is used in the treatment of hypothyroidism. It has a role as a thyroid hormone, a human metabolite and a mouse metabolite. It is an iodophenol, a 2-halophenol and an iodothyronine. It is a conjugate acid of a 3,3',5-triiodo-L-thyroninate. It is a tautomer of a 3,3',5-triiodo-L-thyronine zwitterion.